diethyl ethylphosphonate (ethyl phosphonate) C(C)P(O)(O)=O.C(C)P(OCC)(OCC)=O